C[C@@H]1N([C@@H](CCC1)C)CCN 2-((2S,6R)-2,6-dimethylpiperidin-1-yl)ethylamine